C(C)OCCCNCCCCCCS(=O)(=O)O 6-[(3-ethoxypropyl)amino]Hexanesulfonic acid